CN(CCCN(CC(=O)[O-])CCCN(C)C)C N,N-bis(3-(dimethylamino)propyl)glycinat